C1=CC=C2C=C3C(=CC2=C1)C=CC=C3C(=O)O AnthraceneCarboxylic Acid